[Cl-].[Cl-].C1(=CC=C(C=C1)[N+]#N)C1=CC=C(C=C1)[N+]#N Biphenyl-4,4'-bis(diazonium) dichloride